2-[[4-(1-methylpyrazol-3-yl)-2-pyridyl]methylamino]-5-propyl-4H-[1,2,4]triazolo[1,5-a]pyrimidin-7-one CN1N=C(C=C1)C1=CC(=NC=C1)CNC1=NN2C(NC(=CC2=O)CCC)=N1